FC1=C(C=CC(=C1C)OC=1C=C2C(=NC1)N(C=N2)C)NC=2C1=C(N=CN2)C=CC(=N1)N1CC(N(CC1)C(C=C)=O)(C)C 1-(4-(4-((2-fluoro-3-methyl-4-((3-methyl-3H-imidazo[4,5-b]pyridin-6-yl)oxy)phenyl)amino)pyrido[3,2-d]pyrimidin-6-yl)-2,2-dimethylpiperazin-1-yl)prop-2-en-1-one